FC1(CC(C1)N1N=NC2=C1C=C(C=C2)C=2C=CN1N=C(N=C(C12)OC)NC1CCC2(COC2)CC1)F 5-(1-(3,3-difluorocyclobutyl)-1H-benzo[d][1,2,3]triazol-6-yl)-4-methoxy-N-(2-oxaspiro[3.5]nonan-7-yl)pyrrolo[2,1-f][1,2,4]triazin-2-amine